NCC(CCN(C1=C2CN(C(C2=CC=C1)=O)C1C(NC(CC1)=O)=O)CCC1CC1)C(F)(F)F 3-(4-{[4-amino-3-(trifluoromethyl)butyl](2-cyclopropylethyl)amino}-1-oxo-3H-isoindol-2-yl)piperidine-2,6-dione